OC(CN1N=CC(=C1)NC=1C2=C(N=C(N1)C1=CC=C(C=C1)C=1SC=CN1)CCS2=O)(C)C 4-((1-(2-hydroxy-2-methylpropyl)-1H-pyrazol-4-yl)amino)-2-(4-(thiazol-2-yl)phenyl)-6,7-dihydrothieno[3,2-d]pyrimidine 5-oxide